3-((5-(2-(2-aminopyridin-3-yl)-5-phenyl-3H-imidazo[4,5-b]pyridin-3-yl)pyridin-2-yl)carbamoyl)benzoic acid NC1=NC=CC=C1C1=NC=2C(=NC(=CC2)C2=CC=CC=C2)N1C=1C=CC(=NC1)NC(=O)C=1C=C(C(=O)O)C=CC1